rac-(3aR,6R,6aR)-1-(7,8-dihydrofuro[3,2-e][1,3]benzothiazol-2-yl)-6-(morpholin-4-yl)hexahydrocyclopenta[d]imidazol-2(1H)-one N1=C(SC2=C1C1=C(C=C2)OCC1)N1C(N[C@H]2[C@@H]1[C@@H](CC2)N2CCOCC2)=O |r|